6-(2-chlorobenzoylamino)pyridine-3-carboxylic acid ClC1=C(C(=O)NC2=CC=C(C=N2)C(=O)O)C=CC=C1